2-(4-(tert-butoxycarbonyl)morpholin-2-yl)acetic acid C(C)(C)(C)OC(=O)N1CC(OCC1)CC(=O)O